3-chloro-4-iodo-2,6-dimethoxy-pyridine ClC=1C(=NC(=CC1I)OC)OC